(2,4,6-trimethylbenzoyl)diphenyl-phosphorus CC1=C(C(=O)P(C2=CC=CC=C2)C2=CC=CC=C2)C(=CC(=C1)C)C